(1-(1-Acetylazetidin-3-yl)-4-(trifluoromethyl)-1H-imidazol-2-yl)benzonitrile C(C)(=O)N1CC(C1)N1C(=NC(=C1)C(F)(F)F)C1=C(C#N)C=CC=C1